C1=CC=CC=2C3=CC=CC=C3C(C12)COC(=O)N(C(CC(=O)OC(C)(C)C)C(=O)N(C)C)C Tert-butyl 3-((((9H-fluoren-9-yl) methoxy) carbonyl) (methyl) amino)-4-(dimethylamino)-4-oxobutanoate